BrCC1=C(C=C(C(=C1)[N+](=O)[O-])F)OC 1-(bromomethyl)-4-fluoro-2-methoxy-5-nitrobenzene